lithium phenyl(2,4,6-trimethyl-benzoyl)phosphinate C1(=CC=CC=C1)P([O-])(=O)C(C1=C(C=C(C=C1C)C)C)=O.[Li+]